FC1=CC=2N(C=C1)C(=CN2)C2=C1CNC(C1=C(C=C2)NC2=NC=C(C=C2)[C@H](C)N2C[C@@H](OCC2)C)=O 4-(7-fluoroimidazo[1,2-a]pyridin-3-yl)-7-((5-((S)-1-((S)-2-methylmorpholino)ethyl)pyridin-2-yl)amino)isoindolin-1-one